(trifluoromethyl)-1H-pyridazin-6-one FC(F)(F)N1N=CC=CC1=O